4-[(4R,10bS)-8-[(3R,4R)-3-amino-4-methoxy-pyrrolidin-1-yl]-4-methyl-3,4,6,10b-tetrahydro-1H-pyrazino[2,1-a]isoindol-2-yl]-1-ethyl-1,8-naphthyridin-2-one N[C@@H]1CN(C[C@H]1OC)C=1C=C2CN3[C@@H](C2=CC1)CN(C[C@H]3C)C3=CC(N(C1=NC=CC=C31)CC)=O